TRANS-tert-butyl 4-hydroxy-3-(hydroxymethyl)-2-azabicyclo[3.1.1]heptane-2-carboxylate OC1C(N(C2CC1C2)C(=O)OC(C)(C)C)CO